N,N-diethyl-2-ethylpiperidinium hydroxide [OH-].C(C)[N+]1(C(CCCC1)CC)CC